N1=CC=C(C=C1)N1C=NC2=C1C=CC=C2 (4-pyridinyl)-1H-benzimidazole